Ethoxybisphenol a C(C)OC1=C(O)C=CC(=C1)C(C)(C)C1=CC=C(C=C1)O